ClC=1C=C(OC2=C(C(=O)N)C=CC=C2)C=C(C1)Cl 2-(3,5-dichlorophenoxy)benzamide